C1(=C(C(=CC=C1)C(=O)[O-])C(=O)[O-])C=1C(=CC=CC1)C=1C(=CC=CC1)C1=CC=CC=C1 quaterphenyl-dicarboxylate